N1(N=CC=C1)CC1=C(C=C(C(=O)NS(=O)(=O)C2=C(C=CC=C2)C2=CC=CC=C2)C=C1)OC 4-((1H-pyrazol-1-yl)methyl)-N-([1,1'-biphenyl]-2-ylsulfonyl)-3-methoxybenzamide